C1(CC1)C(=O)N1CCC=2C=C(N=CC2C1)S(=O)(=O)N[C@@H](C)C1=CC=C(C=C1)F (S)-7-(cyclopropanecarbonyl)-N-(1-(4-fluorophenyl)ethyl)-5,6,7,8-tetrahydro-2,7-naphthyridine-3-sulfonamide